ClC1=CC=C(C=C1)N(C(=S)N)C1=CC=C(C=C1)Cl 1,1-bis(p-chlorophenyl)thiourea